CC(=CCCC(C)(C=C)O)C The molecule is a monoterpenoid that is octa-1,6-diene substituted by methyl groups at positions 3 and 7 and a hydroxy group at position 3. It has been isolated from plants like Ocimum canum. It has a role as a plant metabolite, a volatile oil component, an antimicrobial agent and a fragrance. It is a tertiary alcohol and a monoterpenoid.